5-methyl-N2-(m-tolyl)pyridine-2,3-diamine CC=1C=C(C(=NC1)NC=1C=C(C=CC1)C)N